O1C(=NC2=C1C=CC=C2)C=2N=C(N(C(C2O)=O)C)N2[C@@H](C1=CC(=CC=C1CC2)NC(OC)=O)C2=CC=CC=C2 Methyl N-[(1R)-2-[4-(1,3-benzoxazol-2-yl)-5-hydroxy-1-methyl-6-oxopyrimidin-2-yl]-1-phenyl-3,4-dihydro-1H-isoquinolin-7-yl]carbamate